O=C1CCC(CC1)N1N=C2C=CC(=CC2=C1)C=1C(=NC(=CC1)C(F)(F)F)C(=O)N [2-(4-oxocyclohexyl)indazol-5-yl]-6-(trifluoromethyl)pyridine-2-carboxamide